N=C1C(C(SC1)=O)C (imino)(methyl)thiolanone